C1=C(C=CC2=CC=CC=C12)C1=CC=C(C=C1)N(C1=CC=2C3(C4=CC=CC=C4C2C=C1)C1=CC=CC=C1C=1C=CC=CC13)C1=CC=C(C(=C1)C1=CC=CC=C1)C1=CC=C(C=C1)C1=CC=CC=C1 {4-(naphthalen-2-yl)phenyl}-(1,1':2',1'':4'',1'''-quaterphenyl-5'-yl)-(9,9'-spirobi[fluoren]-2-yl)amine